N-(1-(6-(4-fluoro-1H-pyrazol-1-yl)pyridin-3-yl)ethyl)-2-methylpropanesulfinamide FC=1C=NN(C1)C1=CC=C(C=N1)C(C)NS(=O)CC(C)C